C(C)C=1C=CC(=NC1)\C=C\C (E)-5-ethyl-2-(prop-1-en-1-yl)pyridine